ClC1=C(C(=C(C=C1OC)OC)Cl)NC(N(C)C1=CC(=NC=N1)NC1=C(C=C(C=C1)N1CCNC2(CC2)C1)NC(C=C)=O)=O N-(2-((6-(3-(2,6-dichloro-3,5-dimethoxyphenyl)-1-methylureido)pyrimidin-4-yl)amino)-5-(4,7-diazaspiro[2.5]octan-7-yl)phenyl)acrylamide